ClC=1N=C(N2C1C(=CC(=C2)S(=O)(=O)NC2(CC2)C)Cl)C=2SC(=NN2)C(F)F 1,8-dichloro-3-[5-(difluoromethyl)-1,3,4-thiadiazol-2-yl]-N-(1-methylcyclopropyl)imidazo[1,5-a]pyridine-6-sulfonamide